C(C#C)(=O)[O-].[Ca+2].C(C#C)(=O)[O-] Calcium propiolate